C(C)(=O)OC[C@H]1O[C@H]([C@@H]([C@H]([C@H]1F)OC(C)=O)OC(C)=O)ON1C(C2=CC=CC=C2C1=O)=O [(2R,3S,4R,5R,6S)-4,5-diacetoxy-6-(1,3-dioxoisoindolin-2-yl)oxy-3-fluoro-tetrahydropyran-2-yl]methyl acetate